FC1([C@H](COC1)COC1=NN(C=C1[N+](=O)[O-])COCC[Si](C)(C)C)F (R)-3-((4,4-difluorotetrahydrofuran-3-yl)methoxy)-4-nitro-1-((2-(trimethylsilyl)ethoxy)methyl)-1H-pyrazole